C(CCCCCCCCCCC)OC1=C(C=C(C=C1)S(=O)(=O)C=1C=NC2=CC=C(C=C2C1N1CCC(CC1)N1CCN(CC1)CCO)S(=O)C)F 2-(4-(1-(3-((4-(dodecyloxy)-3-fluorophenyl)sulfonyl)-6-(methylsulfinyl)quinolin-4-yl)piperidin-4-yl)piperazin-1-yl)ethanol